8-oxo-2-(1,3-thiazol-5-yl)-5H,8H-pyrido[2,3-b]pyrazin O=C1C=CNC2=NC=C(N=C21)C2=CN=CS2